C(C=C)(=O)OCCCCOC1=C(C=C(C(=O)OC2=C(C=C(C=C2)OC(C2=CC(=C(C(=C2)OC)OCCCCOC(C=C)=O)OC)=O)OC(C)C)C=C1OC)OC 2-(propan-2-yloxy)benzene-1,4-diyl bis{4-[4-(acryloyloxy)butoxy]-3,5-dimethoxy-benzoate}